5-(5-(2,3-dihydro-1H-inden-4-yl)-6-methoxy-1-(4-methoxybenzyl)-1H-pyrazolo[4,3-b]Pyridin-3-yl)-3',6'-dihydro-[2,4'-bipyridine]-1'(2'H)-carboxylic acid tert-butyl ester C(C)(C)(C)OC(=O)N1CCC(=CC1)C1=NC=C(C=C1)C1=NN(C=2C1=NC(=C(C2)OC)C2=C1CCCC1=CC=C2)CC2=CC=C(C=C2)OC